6-(1,4-dimethyl-1H-1,2,3-triazol-5-yl)-1-methyl-4-((2-methyl-oxazol-4-yl) (tetrahydro-2H-pyran-4-yl) methyl)-1,4-dihydropyrazolo[3',4':4,5]pyrrolo[3,2-b]pyridine-3-carboxylate CN1N=NC(=C1C=1C=C2C(=NC1)C1=C(N2C(C2CCOCC2)C=2N=C(OC2)C)C(=NN1C)C(=O)[O-])C